C(#N)C=1C=NC2=C(C=CC=C2C1N[C@H](C)C(C)(C)C)C#N 3,8-dicyano-4-(((R)-3,3-dimethylbutan-2-yl)amino)quinolin